CC(COC(C1=CC=CC=C1)=O)CC 2-methylbutylbenzoate